3,5,9,11-tetrakis(mercaptomethylsulfanyl)-1,13-dimercapto-2,6,8,12-tetrathiatridecane SCSC(SCS)CC(SCSC(CC(SCS)SCS)SCS)SCS